COC(CCNC1=CC(=NC=N1)NC1=C2C(=NC(=C1)OC=1C(=CC(=NC1)C#N)C)N(C=N2)C)C 5-{7-[6-(3-Methoxy-butylamino)-pyrimidin-4-ylamino]-3-methyl-3H-imidazo[4,5-b]pyridin-5-yloxy}-4-methyl-pyridine-2-carbonitrile